FC1=CC=C(C=C1)NC(=O)C1(CC1)C(=O)NC1=CC=C(OC2=CC=NC3=CC(=CC=C23)C(=O)OC)C=C1 Methyl 4-(4-(1-((4-fluorophenyl)carbamoyl)cyclopropane-1-carboxamido)phenoxy)quinoline-7-carboxylate